3-(2-methylpyrazol-3-yl)-4-(1-piperidyl)-1H-pyrrolo[2,3-b]pyridine CN1N=CC=C1C1=CNC2=NC=CC(=C21)N2CCCCC2